4,4'-diaminobiphenyl-3-carboxylic acid NC1=C(C=C(C=C1)C1=CC=C(C=C1)N)C(=O)O